indol-1-ium bromide salt [Br-].[NH2+]1C=CC2=CC=CC=C12